N-[[(3,5-dichlorophenyl)amino]carbonyl]glycine nickel copper carbon [C].[Cu].[Ni].ClC=1C=C(C=C(C1)Cl)NC(=O)NCC(=O)O